((2S,3R,4R)-4-((4-chlorophenyl)amino)-2,3-dimethyl-3,4-dihydroquinolin-1(2H)-yl)ethanone ClC1=CC=C(C=C1)N[C@@H]1[C@H]([C@@H](N(C2=CC=CC=C12)C(C)=O)C)C